C(C1=CC=CC=C1)OC(CN(S(=O)(=O)[C@@H]1N(CCCCC1)C)C)=O (S)-N-methyl-N-((1-methylazepan-2-yl)sulfonyl)glycine benzyl ester